C(CC(C)CCC=C(C)C)CC(=O)O.C(C)(=O)OCCC(CCC=C(C)C)C 3,7-dimethyl-6-octen-1-yl acetate (citronellyl acetate)